C(=O)(C=C)NCCC1=CC(O)=C(O)C=C1 acryl-dopamine